C1(CC1)C1=C(C(=NO1)C1=C(C=CC=C1)C(F)(F)F)C(=O)O 5-cyclopropyl-3-[2-(trifluoromethyl)phenyl]-1,2-oxazole-4-carboxylic acid